5-(bromomethyl)-1-methyl-1H-benzo[d][1,2,3]Triazole BrCC1=CC2=C(N(N=N2)C)C=C1